1-isopropyl-3-(4,5,6-trifluorophenyl)-5-methyl-pyrazol-4-ol C(C)(C)N1N=C(C(=C1C)O)C1=CC=C(C(=C1F)F)F